C1(CCC1)CNCC=1NC2=CC(=CC=C2C1)CC=1N=NN(C1)C1=CN=CC2=CC=CC=C12 (cyclobutyl-methyl)[(6-{[1-(isoquinolin-4-yl)-1H-1,2,3-triazol-4-yl]methyl}-1H-indol-2-yl)methyl]amine